ClC=1C(=NC=CC1C1=NNC2=NC(=CN=C21)N2CCC1([C@@H](C=3N(N=CC3)C1)N)CC2)N2N=CC=C2 (S)-1-(3-(3-chloro-2-(1H-pyrazol-1-yl)pyridin-4-yl)-1H-pyrazolo[3,4-b]pyrazin-6-yl)-4'H,6'H-spiro[piperidin-4,5'-pyrrolo[1,2-b]pyrazol]-4'-amine